ClC=1C=C(C=CC1F)NC(N(CC)CC1=CN=C(C2=CC=CC=C12)OCC)=O (S)-3-(3-chloro-4-fluorophenyl)-1-((1-ethoxyisoquinolin-4-yl)methyl)-1-ethylurea